N-(3-chloro-4-(4-(piperidine-4-carbonyl)piperazine-1-carbonyl)phenyl)-5-(2-chloro-4-(difluoromethoxy)-3-fluorophenyl)-1-methyl-1H-imidazole-2-carboxamide ClC=1C=C(C=CC1C(=O)N1CCN(CC1)C(=O)C1CCNCC1)NC(=O)C=1N(C(=CN1)C1=C(C(=C(C=C1)OC(F)F)F)Cl)C